CCCCCCCC\C=C/CCCCCCCC(CCCCCCCC\C=C/CCCCCCCC)N[C@@H](CCSC)C(=O)[O-] (9Z,27Z)-hexatriacont-9,27-dien-18-ylmethioninate